2-hydroxy-3-propanesulfonic acid sodium salt [Na+].OC(C)CS(=O)(=O)[O-]